6'-bromo-5'-fluoro-spiro[cyclopropane-1,4'-isoquinoline]-1',3'-dione BrC=1C(=C2C3(C(NC(C2=CC1)=O)=O)CC3)F